ClC1=CC(=C(N)C=C1)C#CC1=C(C=CC=C1)C(=C)OC 4-chloro-2-((2-(1-methoxyvinyl)phenyl)ethynyl)aniline